N1=CC=C(C=C1)C1=C(C=CC=C1)B(O)O 2-(4-pyridyl)phenylboronic acid